ClC1=CC=C(C=C1)S(=O)(=O)/C=C/CNC(=O)C=1C(NC=2CCN(CC2C1)C(=O)OCC1C(C1)(F)F)=O (2,2-difluorocyclopropyl)methyl 3-{[(2E)-3-(4-chlorobenzenesulfonyl)prop-2-en-1-yl]carbamoyl}-2-oxo-1,2,5,6,7,8-hexahydro-1,6-naphthyridine-6-carboxylate